(R)-(4-Fluorophenyl)(8-methyl-3-(3-(methylthio)-1,2,4-thiadiazol-5-yl)-5,6-dihydro-[1,2,4]Triazolo[4,3-a]pyrazin-7(8H)-yl)methanone FC1=CC=C(C=C1)C(=O)N1[C@@H](C=2N(CC1)C(=NN2)C2=NC(=NS2)SC)C